FC1(CC(C1)CN)F (3,3-difluorocyclobutyl)methylamine